tert-butyl(5-ethyl-1-fluoro-4-(4,4,5,5-tetramethyl-1,3,2-dioxaborolan-2-yl) naphthalen-2-yl) carbamate C(N)(OC1=C(C2=CC=CC(=C2C(=C1C(C)(C)C)B1OC(C(O1)(C)C)(C)C)CC)F)=O